Cl.CC=1C=C(N)C=CC1C 3,4-dimethylaniline hydrochloride